COC=1C(=CC=2C(N3C(=NC2C1)C(CC3)CC(C(=O)OCC)C(=O)OCC)=O)OC Diethyl 2-((6,7-dimethoxy-9-oxo-1,2,3,9-tetrahydropyrrolo[2,1-b]quinazolin-3-yl)methyl)malonate